2-oxo-2,5,6,7-tetrahydro-1H-cyclopenta[b]pyridine-4-carboxylic acid O=C1C=C(C2=C(N1)CCC2)C(=O)O